1-(4-(4-fluoro-2,3-dimethylphenyl)piperazin-1-yl)-2-(3-(4-hydroxypiperidine-1-carbonyl)-4,5,6,7-tetrahydro-1H-indazol-1-yl)ethanone FC1=C(C(=C(C=C1)N1CCN(CC1)C(CN1N=C(C=2CCCCC12)C(=O)N1CCC(CC1)O)=O)C)C